C1(CCCCC1)C1=NOC(=C1C1=CC2(C1)CCN(CC2)C=2C=C1C(=CC(=NC1=CC2)C(=O)O)C(F)(F)F)C2CC2 6-(2-(3-cyclohexyl-5-cyclopropylisoxazol-4-yl)-7-azaspiro[3.5]non-1-en-7-yl)-4-(trifluoromethyl)quinoline-2-carboxylic acid